F[B-](F)(F)F.CC1=C(C=C(C=C1C(F)(F)F)[N+]#N)C(C)NC1=NN=C(C2=CC=C(C=C12)N1CCOCC1)C 4-methyl-3-(1-((4-methyl-7-morpholinophthalazin-1-yl)amino)ethyl)-5-(trifluoromethyl)benzenediazonium tetrafluoroborate